OC1=CC=CC=C1 6-hydroxy-benzol